C(C)(C)(C)[C@@H]1OC2=CC=3N(C[C@H](N(S(C3C=C2C2=C1C=CC(=C2)C(=O)O)(=O)=O)C)CCCC)C2=CC=CC=C2 (5S,10R)-5-(tert-butyl)-10-butyl-11-methyl-8-phenyl-8,9,10,11-tetrahydro-5H-benzo[3,4]chromeno[7,6-f][1,2,5]thiadiazepine-2-carboxylic acid 12,12-dioxide